ClC(C1=NC(=NC(=N1)C(Cl)(Cl)Cl)C1=CC(=C(C=C1)OC)Br)(Cl)Cl 2,4-bis-trichloromethyl-6-(3-bromo-4-methoxyphenyl)s-triazine